2-(tritylthio)acetaldehyde C(C1=CC=CC=C1)(C1=CC=CC=C1)(C1=CC=CC=C1)SCC=O